BrC1=C2CCN(CC2=CN=C1)C(=O)OC(C)(C)C tert-butyl 5-bromo-3,4-dihydro-1H-2,7-naphthyridine-2-carboxylate